(3R)-1-[3-[4-(4-chloro-2-methylsulfonyl-phenyl)phenyl]azetidine-1-carbonyl]pyrrolidine-3-carboxamide ClC1=CC(=C(C=C1)C1=CC=C(C=C1)C1CN(C1)C(=O)N1C[C@@H](CC1)C(=O)N)S(=O)(=O)C